thiophene-2-carbaldehyde O-(2-((1s,3s)-3-acetyl-2,2-dimethylcyclobutyl)acetyl) oxime C(C)(=O)[C@@H]1C([C@@H](C1)CC(=O)ON=CC=1SC=CC1)(C)C